CN1C2=C(OC[C@@H](C1=O)NC(C(=O)NC1=CC=CC=C1)=O)C=CC=C2 (S)-N1-(5-methyl-4-oxo-2,3,4,5-tetrahydrobenzo[b][1,4]oxazepin-3-yl)-N2-phenyloxalamide